NC1=NC=2C=CC=CC2C2=C1N=C(N2CCCCN)COCC 4-amino-2-(ethoxymethyl)-1H-imidazo[4,5-c]quinoline-1-butanamine